methyl (2S)-2-[[(3S)-2-(7-chloro-5-methoxy-1H-indole-2-carbonyl)-2-azaspiro[4.5]decane-3-carbonyl]amino]-3-[(3R)-5,5-dimethyl-2-oxo-pyrrolidin-3-yl]propanoate ClC=1C=C(C=C2C=C(NC12)C(=O)N1CC2(C[C@H]1C(=O)N[C@H](C(=O)OC)C[C@H]1C(NC(C1)(C)C)=O)CCCCC2)OC